C1(CC1)C1=C(OC(=CC1=O)C)S(=O)(=O)CC 3-cyclopropyl-2-(ethylsulfonyl)-6-methyl-4-oxo-4H-pyran